C(CCCCCCCCCCCCCCC)NCCCN N-hexadecyl-1,3-propylenediamine